6-(azetidin-1-ylmethyl)-2-(trifluoromethyl)pyrimidine-4-carboxylic acid hydrochloric acid salt Cl.N1(CCC1)CC1=CC(=NC(=N1)C(F)(F)F)C(=O)O